The molecule is a dicarboxylic acid dianion obtained by deprotonation of the carboxy groups of (+)-DCA-CC; major species at pH 7.3. It is a conjugate base of a (+)-DCA-CC. It is an enantiomer of a (-)-DCA-CC(2-). COC1=CC(=CC2=C1O[C@@H]([C@H]2C(=O)[O-])C3=CC(=C(C=C3)O)OC)/C=C/C(=O)[O-]